C(C)OC(=O)C1COC2=C(O1)C=CC(=C2)C(NC(C)(C)C)=O 6-(tert-butylcarbamoyl)-2,3-dihydro-1,4-benzodioxin-2-carboxylic acid ethyl ester